2-(4-((2S,5R)-2,5-dimethylpiperazin-1-yl)-5-(pyridin-2-yl)-7H-pyrrolo[2,3-d]pyrimidin-7-yl)isonicotinonitrile C[C@@H]1N(C[C@H](NC1)C)C=1C2=C(N=CN1)N(C=C2C2=NC=CC=C2)C=2C=C(C#N)C=CN2